4-[4-(2-Bromophenoxy)-3-methoxyphenyl]-2H,4H,5H,6H,7H-pyrazolo[3,4-b]pyridin-6-one BrC1=C(OC2=C(C=C(C=C2)C2C=3C(NC(C2)=O)=NNC3)OC)C=CC=C1